C(C)(C)(C)NS(=O)(=O)C1=C(C=C(C=C1)C)CC(C)O N-(tert-butyl)-2-(2-hydroxypropyl)-4-methylbenzenesulfonamide